N[C@@H](CNC1(CC2=CC=C(C=C2C1)[N+](=O)[O-])C(=O)NC)C(C)C 2-(((R)-2-amino-3-methylbutyl)amino)-N-methyl-5-nitro-2,3-dihydro-1H-indene-2-carboxamide